ClC=1C=C2C=CC=C(C2=CC1C1CC1)CCNC(C)=O N-(2-(6-chloro-7-cyclopropylnaphthalen-1-yl)ethyl)acetamide